7-morpholinoethoxy-5-hydroxy-2-(4-(tert-butyldimethylsilyl)oxyphenyl)chroman-4-one O1CCN(CC1)CCOC1=CC(=C2C(CC(OC2=C1)C1=CC=C(C=C1)O[Si](C)(C)C(C)(C)C)=O)O